((1-(2-bromo-5-fluorophenyl)vinyl)oxy)(t-butyl)dimethylsilane BrC1=C(C=C(C=C1)F)C(=C)O[Si](C)(C)C(C)(C)C